C(C)(C)(C)[S@@](=O)\N=C/1\C2=CC=C(C=C2CC12CCN(CC2)C(=O)OC(C)(C)C)C tert-butyl (R,E)-1-((tert-butylsulfinyl)imino)-5-methyl-1,3-dihydrospiro[indene-2,4'-piperidine]-1'-carboxylate